FC1(CCN(CC1)CC(=O)NC=1C=C(C(=NC1)C)C=1N2C(SC1C=1C=NN(C1)C)=C(C=N2)C(=O)N)F (5-(2-(4,4-difluoropiperidin-1-yl)acetamido)-2-methylpyridin-3-yl)-2-(1-methyl-1H-pyrazol-4-yl)pyrazolo[5,1-b]Thiazole-7-carboxamide